2-carboxy-4-vinylferrocene benzoate C(C1=CC=CC=C1)(=O)O.C(=O)(O)C=1[CH-]C=C(C1)C=C.[CH-]1C=CC=C1.[Fe+2]